ClC=1C=CC(=C(C(=O)NCCCCCCCC(=O)[O-])C1)O.C[N+](C)(C)CC1=CC=CC=C1 N,N,N-trimethyl-benzyl-ammonium 8-(5-chloro-2-hydroxybenzoyl-amino)octanoic acid salt